N-[(4-benzamidophenyl)methyl]-1H-pyrrolo[3,2-c]pyridine C(C1=CC=CC=C1)(=O)NC1=CC=C(C=C1)CN1C=CC=2C=NC=CC21